[Si](O)(O)(O)O.O water silicate